C(C1=CC=CC=C1)OC(=O)N[C@H](C(=O)O)C1CC1 (S)-2-(((benzyloxy)carbonyl)amino)-2-cyclopropylacetic acid